3-amino-4-ethoxy-3-cyclobutene-1,2-dione NC=1C(C(C1OCC)=O)=O